N(CC(=O)O)(CC(=O)O)CC(=O)O.O=CC(C)CCC[C@@H](C)[C@H]1CC[C@H]2[C@@H]3CC=C4C[C@@H](O)CC[C@]4(C)[C@H]3CC[C@]12C ketocholesterol nitrilotriacetate